BrCCN1N=CN(C1=O)C1=CC(=C(C=C1)Cl)Cl 2-(2-bromoethyl)-2,4-dihydro-4-(3,4-dichlorophenyl)-3H-1,2,4-triazol-3-one